N1(CCOCC1)C(=O)C1=CC=C(C=C1)NC(OC[C@@H]1OC2=C(C3=C(N=C(S3)C3=C4N=CC(=NC4=CC(=C3)C)OC)C=C2)OC1)=O (R)-(2-(2-methoxy-7-methylquinoxalin-5-yl)-7,8-dihydro-[1,4]dioxino[2',3':3,4]benzo[1,2-d]thiazol-7-yl)methyl (4-(morpholine-4-carbonyl)phenyl)carbamate